COC(C1=C(C(=CC=C1NC(=O)OC(C)(C)C)OC)F)=O 6-((Boc)amino)-2-fluoro-3-methoxybenzoic acid methyl ester